CC1(CNCC1)OC(=O)N1CCN(CC1)C1=NC=2N(C=C1)N=CC2C=2C(=NC=CC2)OC (3-Methylpyrrolidin-3-yl)-4-[3-(2-methoxy-3-pyridyl)pyrazolo[1,5-a]pyrimidin-5-yl]piperazine-1-carboxylate